C(CCC\C=C/C\C=C/C\C=C/C\C=C/CCCCC)(=O)[N-]C N-arachidonoyl-N-methyl-amide